(1S,4s)-4-(8-(2,6-dichloro-4-fluorophenylamino)-2-((1R,3R)-3-hydroxycyclopentylamino)-9H-purin-9-yl)-1-methylcyclohexanecarboxamide ClC1=C(C(=CC(=C1)F)Cl)NC=1N(C2=NC(=NC=C2N1)N[C@H]1C[C@@H](CC1)O)C1CCC(CC1)(C(=O)N)C